tert-butyl (R)-3-(3-(4-phenylthiazol-2-yl)ureido)pyrrolidine-1-carboxylate C1(=CC=CC=C1)C=1N=C(SC1)NC(N[C@H]1CN(CC1)C(=O)OC(C)(C)C)=O